C(=O)C1=CC=C(C=C1)C#CC1=CC(=C2CN(C(C2=C1)=O)CC(=O)NC=1SC=CN1)C(F)(F)F 2-[6-[2-(4-formylphenyl)ethynyl]-1-oxo-4-(trifluoromethyl)isoindolin-2-yl]-N-Thiazol-2-yl-acetamide